tert-Butyl 2-(4-fluoro-3,5-dimethylphenyl)-3-(2-oxo-2,3-dihydro-1H-imidazol-1-yl)-6,7-dihydro-1H-pyrazolo[1,5-a]pyrazine-5(4H)-carboxylate FC1=C(C=C(C=C1C)C1NN2C(CN(CC2)C(=O)OC(C)(C)C)=C1N1C(NC=C1)=O)C